BrC1=CC=C2CCC[C@H](C2=C1)[C@@H](C(=O)NC1=CC=C(C=C1)N1C(=NC=C1)C)NC(OC(C)(C)C)=O tert-butyl N-[(1S)-1-[(1R)-7-bromotetralin-1-yl]-2-[4-(2-methylimidazol-1-yl)anilino]-2-oxo-ethyl]carbamate